FC(CC=1N=NC=2C3=C(C=C(C2C1)S(=O)(=O)N)CCC3)(C)C 2-fluoro-2-methyl-propyl-8,9-dihydro-7H-cyclopenta[h]cinnoline-5-sulfonamide